sodium bicarbonate salt C([O-])(O)=O.[Na+]